FC(C(F)(F)C(F)(F)OC(C(C(CC(F)(F)F)F)(F)F)(F)F)CC(F)(F)F Hexafluorobutyldifluoromethylether